COC1=CC=C(C=C1)C1=NC(=NC(=C1)C=1C=NC2=CC=CC=C2C1)N1CCNCC1 4-(4-(4-methoxyphenyl)-6-(quinolin-3-yl)pyrimidin-2-yl)piperazine